N[C@H](C(=O)N1CCN(CC1)C(=O)C1=C(C=C(C=C1)NC(=O)C=1N(C(=CN1)C=1C(=NN(C1)CC#N)C(F)(F)F)C)Cl)C N-[4-[4-[(2S)-2-aminopropanoyl]piperazine-1-carbonyl]-3-chlorophenyl]-5-[1-(cyanomethyl)-3-(trifluoromethyl)pyrazol-4-yl]-1-methylimidazole-2-carboxamide